4-(tert-Butyl)-N-iso-butyl-2-iso-propoxy-1H-imidazole-1-carboxamide C(C)(C)(C)C=1N=C(N(C1)C(=O)NCC(C)C)OC(C)C